COC1=CC=C(C=C1)[C@H]1NOCC1 (S)-3-(4-methoxyphenyl)isoxazolidine